3-((2-(3-fluoroazetidine-1-carbonyl)-3-hydroxypyridin-4-yl)amino)-4-((2,6,6-trimethyl-4,5,6,7-tetrahydrobenzo[d]thiazol-7-yl)amino)cyclobut-3-ene-1,2-dione FC1CN(C1)C(=O)C1=NC=CC(=C1O)NC=1C(C(C1NC1C(CCC=2N=C(SC21)C)(C)C)=O)=O